5-CYCLOPROPOXY-4-FORMYLPICOLINAMIDE C1(CC1)OC=1C(=CC(=NC1)C(=O)N)C=O